1-(3-((4-(4-(7-((3,5-dimethoxyphenyl)amino)quinoxalin-2-yl)-1H-pyrazol-1-yl)piperidin-1-yl)methyl)-3-methoxyazetidin-1-yl)prop-2-en-1-one COC=1C=C(C=C(C1)OC)NC1=CC=C2N=CC(=NC2=C1)C=1C=NN(C1)C1CCN(CC1)CC1(CN(C1)C(C=C)=O)OC